Cl.Cl.C1(CC1)C1CN(CCN1C)C=1N=NC(=CN1)C1=C(C=C(C=C1)C=1C=NNC1)O 2-[3-(3-cyclopropyl-4-methylpiperazin-1-yl)-1,2,4-triazin-6-yl]-5-(1H-pyrazol-4-yl)phenol dihydrochloride